methyl (3S,4R)-4-methyl-3-{5-methyl-2-[trans-4-(trifluoromethyl)cyclohexyl]pyrazolo[1,5-a]pyrimidin-7-yl}piperidine-1-carboxylate C[C@H]1[C@@H](CN(CC1)C(=O)OC)C1=CC(=NC=2N1N=C(C2)[C@@H]2CC[C@H](CC2)C(F)(F)F)C